6-(4-(2-chloronaphthalen-1-yl)phenyl)-2-phenylpyrimidine ClC1=C(C2=CC=CC=C2C=C1)C1=CC=C(C=C1)C1=CC=NC(=N1)C1=CC=CC=C1